7-bromo-2-chloropyrrolo[2,1-f][1,2,4]triazin-4-amine BrC1=CC=C2C(=NC(=NN21)Cl)N